CC1=C(C=CC=C1)C=CC 1-methyl-2-propenyl-benzene